C(CC)[Si](OCCCC)(OCCCC)OCCCC propyl-tributoxysilane